methyl (1-(4-(hydroxymethyl)-2-methoxybenzyl)-3-methyl-7-(((5-methylisoxazol-3-yl)methyl)amino)-1H-pyrazolo[4,3-d]pyrimidin-5-yl)carbamate OCC1=CC(=C(CN2N=C(C=3N=C(N=C(C32)NCC3=NOC(=C3)C)NC(OC)=O)C)C=C1)OC